CC=1N=C2N(NC(C3=C2N=CN=C3)=O)C1 9-methylimidazo[1,2-b]pyrimido[4,5-d]pyridazin-5(6H)-one